3-methoxy-1-(2,4,6-trifluorophenyl)propan-1-ol COCCC(O)C1=C(C=C(C=C1F)F)F